NC1=NC=C(C=N1)N(C(CN(S(=O)(=O)C1=C(C(=C(C(=C1F)F)F)F)F)CC1=C(C=CC=C1)F)=O)CC1=CC(=CC(=C1)C1CC1)C(C)(C)C N-(2-aminopyrimidin-5-yl)-N-(3-(tert-butyl)-5-cyclopropylbenzyl)-2-(N-(2-fluorobenzyl)-(2,3,4,5,6-pentafluorophenyl)sulfonamido)acetamide